3,5-di(t-butyl)phenylboronic acid pinacol ester C(C)(C)(C)C=1C=C(C=C(C1)C(C)(C)C)B1OC(C)(C)C(C)(C)O1